(2R)-2-amino-3-hydroxy-propionic acid methyl ester hydrochloride Cl.COC([C@@H](CO)N)=O